1-(4-(3-(3,4-dichlorophenyl)-1,2,4-oxadiazol-5-yl)-1-piperidinyl)-2-(2-methyl-2H-1,2,4-triazol-3-yl)-1-ethanone ClC=1C=C(C=CC1Cl)C1=NOC(=N1)C1CCN(CC1)C(CC=1N(N=CN1)C)=O